[(1r,4r)-4-hydroxy-4-(trifluoromethyl)cyclohexyl]-2-(trifluoromethyl)piperidine-4-carboxamide OC1(CCC(CC1)N1C(CC(CC1)C(=O)N)C(F)(F)F)C(F)(F)F